7-((E)-3-(1H-tetrazol-5-yl)allyl)-2-amino-9-((2R,3R,4R,5R)-4-fluoro-3-hydroxy-5-(hydroxymethyl)tetrahydrofuran-2-yl)-7,9-dihydro-8H-purin-8-one N1N=NN=C1/C=C/CN1C(N(C2=NC(=NC=C12)N)[C@@H]1O[C@@H]([C@@H]([C@@H]1O)F)CO)=O